CN(CC(=O)[O-])C(=O)C=1N=C(C2=CC(=CC=C2C1O)OC1=CC=CC=C1)C Methyl(4-hydroxy-1-methyl-7-phenoxyisoquinoline-3-carbonyl)glycinate